NC[C@@H](O)C=1C=CC(=NC1)C1=C(C=C(C#N)C=C1)OC1=CC(=NC(=C1)C=1SC(=CN1)C)C 4-[5-[(1S)-2-amino-1-hydroxyethyl]pyridin-2-yl]-3-[2-methyl-6-(5-methyl-1,3-thiazol-2-yl)pyridin-4-yl]oxybenzonitrile